((2,2-difluoroethyl)imino)(isopropyl)(2-(pyridin-3-yl)-2H-indazol-4-yl)-λ6-sulfanone FC(CN=S(=O)(C=1C2=CN(N=C2C=CC1)C=1C=NC=CC1)C(C)C)F